6-(azetidin-1-yl)-N-(4-(5-((2-methylpyridin-4-yl)amino)-1H-benzo[d]imidazol-2-yl)phenyl)quinolin-4-amine N1(CCC1)C=1C=C2C(=CC=NC2=CC1)NC1=CC=C(C=C1)C1=NC2=C(N1)C=CC(=C2)NC2=CC(=NC=C2)C